(S)-((5-((4-(3-((2-(1-hydroxyethyl)-1H-imidazol-1-yl)methyl)isoxazol-5-yl)phenyl)ethynyl)pyridin-2-yl)methyl)glycinate O[C@@H](C)C=1N(C=CN1)CC1=NOC(=C1)C1=CC=C(C=C1)C#CC=1C=CC(=NC1)CNCC(=O)[O-]